9-([1,1'-biphenyl]-4-ylthio)nonyl-acrylic acid C1(=CC=C(C=C1)SCCCCCCCCCC(C(=O)O)=C)C1=CC=CC=C1